NC1CCC(CC1)OC1C=CC(CC1)OC1CCC(CC1)N 3,6-bis(4-aminocyclohexyloxy)cyclohexaneN